C(=O)O.N[C@@H]1CC=CC[C@H]1C1=C(C2=NC(=CC(=C2S1)NC\C=C\C)Cl)Br 2-((1R,6R)-6-aminocyclohex-3-en-1-yl)-3-bromo-N-((E)-but-2-en-1-yl)-5-chlorothieno[3,2-b]pyridin-7-amine formate